NC(C)=NOC(=O)C=1N=CC(=NC1)C(=O)C1=CN(C2=CC=CC=C12)C(=O)OC(C)(C)C tert-Butyl 3-(5-((1-aminoethylideneaminooxy)carbonyl)pyrazine-2-carbonyl)-1H-indole-1-carboxylate